cyclohexene-4,5-dicarboxylate C1=CCC(C(C1)C(=O)[O-])C(=O)[O-]